tert-butyl 4-(6-((E)-2-(6-((2R,4S)-2-(2,5-difluorophenyl)-4-fluoropyrrolidin-1-yl) imidazo[1,2-b]pyridazin-3-yl) ethenyl) pyridin-3-yl)-2-carbonylpiperazine-1-carboxylate FC1=C(C=C(C=C1)F)[C@@H]1N(C[C@H](C1)F)C=1C=CC=2N(N1)C(=CN2)/C=C/C2=CC=C(C=N2)N2CC(N(CC2)C(=O)OC(C)(C)C)=C=O